9-[4-[[2,6-dimethoxy-4-(2-methyl-1-oxo-2,7-naphthyridin-4-yl)phenyl]methyl]piperazin-1-yl]-3-azaspiro[5.5]undecane-3-carboxylic acid tert-butyl ester C(C)(C)(C)OC(=O)N1CCC2(CC1)CCC(CC2)N2CCN(CC2)CC2=C(C=C(C=C2OC)C2=CN(C(C1=CN=CC=C21)=O)C)OC